CC=1C=C2C(C=C(OC2=C(C1)C(C)NC1=C(C(=O)O)C=CC=C1)C=1N=CC=C2C1N(N=C2)C)=O 2-[1-[6-Methyl-2-(1-methylpyrazolo[3,4-c]pyridin-7-yl)-4-oxo-chromen-8-yl]ethylamino]benzoic acid